BrC1=CC=2N(C=C1OCCO[Si](C)(C)C(C)(C)C)N=CC2 5-bromo-6-(2-((tert-butyldimethylsilyl)oxy)ethoxy)pyrazolo[1,5-a]pyridine